C(#N)C=1C(=NC(=CN1)C)N(C(C(F)(F)F)=O)C1=CC=C(C=C1)C(F)(F)F N-(3-cyano-6-methyl-pyrazin-2-yl)-2,2,2-trifluoro-N-[4-(trifluoromethyl)phenyl]acetamide